Cl.Cl.Cl.CN1CCN(CC1)C=1C=CC2=C(NC(=N2)C=2C=CC3=C(NC(=N3)C3=CC=C(C=C3)O)C2)C1 4-[6-(4-methyl-1-piperazinyl)[2,6'-bi-1H-benzimidazol]-2'-yl]-phenol, trihydrochloride